FC1=C(C=CC(=N1)C(=O)NC)N1CCN(CC1)[C@H](C)C1=CC=C2C=C(C(NC2=C1F)=O)C |o1:17| rel-6-fluoro-5-{4-[(1R)-1-(8-fluoro-3-methyl-2-oxo-1H-quinolin-7-yl)ethyl]piperazin-1-yl}-N-methylpyridin-2-carboxamide